C(CCCCCCCCCCC)[Si](OC)(OC)OC Dodecyltrimethoxysilan